(4-morpholinyl)-16β-(1-pyrrolinyl)-5α-androstane-3α,17β-diol N1(CCOCC1)C[C@@]12[C@H]([C@H](C[C@H]1[C@@H]1CC[C@H]3C[C@@H](CC[C@]3(C)[C@H]1CC2)O)C2=NCCC2)O